FCCOC=1C=C(C=CC1)C(C)NC1=NC(=NC=C1)C N-(1-{3-[(2-fluoroethyl)oxy]phenyl}ethyl)-2-methylpyrimidin-4-amine